BrC1=C(SC=C1)C(=O)N1C2CN(CC1C2)C2=C(C=CC=C2)N(S(=O)(=O)C=2C=CC1=C(C(=C(O1)C(=O)O)C)C2)CCC2=CC=CC=C2 5-(N-(2-(6-(3-bromothiophene-2-carbonyl)-3,6-diazabicyclo[3.1.1]heptan-3-yl)phenyl)-N-phenethylsulfamoyl)-3-methylbenzofuran-2-carboxylic acid